ClC=1C=C(C=C(C1)Cl)C=1C=CC2=C(C3=C(S2)C=C(C=C3)N(C3=CC2=C(OC4=C2C=CC=C4)C=C3)C3=CC=CC=C3)C1 N-(8-(3,5-dichlorophenyl)dibenzo[b,d]thiophen-3-yl)-N-phenyldibenzo[b,d]furan-2-amine